N(C1=CC=CC=C1)C1=NC=C(C(=N1)NCC=1C(=NC(=CC1)C)N(S(=O)(=O)C)C)C(F)(F)F N-[3-({[2-anilino-5-(trifluoromethyl)pyrimidin-4-yl]amino}methyl)-6-methylpyridin-2-yl]-N-methylmethanesulfonamide